OC(CCC(=O)O)CCCCCCCCCC.C(C)(=O)O acetic acid (2-hydroxydodecyl acetate)